1-[(3-chlorophenyl)carbonyl]piperidin ClC=1C=C(C=CC1)C(=O)N1CCCCC1